COC1=CC(=CC2=C1N(C(=N2)NC(=O)C=2N(C1=CC=CC=C1C2)C)CCC)C(=O)N 7-methoxy-2-(1-methyl-1H-indole-2-carboxamido)-1-propyl-1H-benzo[d]imidazole-5-amide